6-(3-bromo-2-methylbenzyloxy)-N-methyl-1,2,3,4-tetrahydronaphthalen-1-amine BrC=1C(=C(COC=2C=C3CCCC(C3=CC2)NC)C=CC1)C